C(C[C@H]1CC[C@H]2[C@@H]3CCC4CCCC[C@]4(C)[C@H]3CC[C@]12C)(N)N pregnanediamine